(S)-3-hydroxy-3-((S)-5H-imidazo[5,1-a]isoindol-5-yl)-2,2-dimethylpropanamide O[C@@H](C(C(=O)N)(C)C)[C@H]1N2C(C3=CC=CC=C13)=CN=C2